3',4-di-tert-butoxycarbonyl-2'-deoxy-2',2'-difluorocytidine C(C)(C)(C)OC(=O)[C@@]1(C([C@@H](O[C@@H]1CO)N1C(=O)NC(N)(C=C1)C(=O)OC(C)(C)C)(F)F)O